ClC1=C(C=CC(=C1)CNCC(F)F)N1C=NC(=C1)C1=NC(=NC=C1C(F)(F)F)NC1CCN(CC1)S(=O)(=O)C 4-(1-(2-Chloro-4-(((2,2-difluoroethyl)-amino)methyl)phenyl)-1H-imidazol-4-yl)-N-(1-(methylsulfonyl)-piperidin-4-yl)-5-(trifluoromethyl)-pyrimidin-2-amine